FC(S(=O)(=O)[N-]S(=O)(=O)C(F)(F)F)(F)F.[Li+] lithium bis(trifluoromethylsulfonyl)amide salt